CCCCCCCCCCCCCCCCCC(=O)OCCCC The molecule is a fatty acid ester that is the butyl ester of stearic acid. It has a role as an algal metabolite. It derives from an octadecanoic acid.